COC(=O)C1=CC=NC2=CC=C(C=C12)[C@@H]1OCCC1 |r| Racemic-(R)-6-(tetrahydrofuran-2-yl)quinoline-4-carboxylic acid methyl ester